(R)-1-(thiophen-3-yl)ethan-1-amine S1C=C(C=C1)[C@@H](C)N